iridium(III) bis[(trifluoropropyl)(dimethylphenyl)quinoline] FC(CCC=1C(=NC2=CC=CC=C2C1)C1=C(C(=CC=C1)C)C)(F)F.FC(CCC=1C(=NC2=CC=CC=C2C1)C1=C(C(=CC=C1)C)C)(F)F.[Ir+3]